2-(2,6-dioxopiperazin-3-yl)isoindoline-1,3-dione O=C1NC(CNC1N1C(C2=CC=CC=C2C1=O)=O)=O